COC=1C=C(C=CC1)C1=CN=C(O1)CSC1=NC(=CC(=N1)NC)C 2-([5-(3-Methoxyphenyl)-1,3-oxazol-2-yl]methylsulfanyl)-N,6-dimethylpyrimidin-4-amin